5-(4-fluorophenyl)-2-methyl-1,3-thiazole-4-carboxylic acid FC1=CC=C(C=C1)C1=C(N=C(S1)C)C(=O)O